6-morpholinopyrazolo[1,5-a]pyridine O1CCN(CC1)C=1C=CC=2N(C1)N=CC2